4-(4-(3-(2-chlorophenyl)ureido)-1H-pyrazol-1-yl)-N-((1-methylpiperidin-4-yl)methyl)thiophene-2-carboxamide ClC1=C(C=CC=C1)NC(NC=1C=NN(C1)C=1C=C(SC1)C(=O)NCC1CCN(CC1)C)=O